CC1CCN(CC1)C(=O)C1=CC(=CC=C1)C=1C=NC(=CC1)C (4-methylpiperidin-1-yl)(3-(6-methylpyridin-3-yl)phenyl)methanone